FC=1C=C(C#N)C=C(C1)CO[C@@H](COC(C1=CC=CC=C1)(C1=CC=CC=C1)C1=CC=CC=C1)CCCCCCCCCCCCCCCCC (R)-3-fluoro-5-(((1-(trityloxy)nonadecan-2-yl)oxy)methyl)benzonitrile